C(CCC)C1NC(C2=CC=CC=C12)=O 3-butyl-isoindolin-1-one